C(=O)O methanoic acid